1-(2-Methyl-3-nitrophenyl)ethanone CC1=C(C=CC=C1[N+](=O)[O-])C(C)=O